BrC1=CC(=C(C=C1)N[C@@H]1CN(CC1)C)[N+](=O)[O-] (S)-N-(4-bromo-2-nitrophenyl)-1-methylpyrrolidin-3-amine